CN1C=C(C=2C(N(C=C(C21)C)C)=O)C(=O)NC2=CC=C(C=C2)N2CCOCC2 1,5,7-trimethyl-N-(4-(morpholin-4-yl)phenyl)-4-oxo-4,5-dihydro-1H-pyrrolo[3,2-c]pyridine-3-carboxamide